(9-(6-chloro-2-methoxypyrimidin-4-yl)-3-oxa-9-azaspiro[5.5]undecan-8-yl)methanol ClC1=CC(=NC(=N1)OC)N1C(CC2(CCOCC2)CC1)CO